C1(CC1)N1N=C(C2=C(C1=O)C(C(C(O2)=O)C)=O)C2=CC(=CC=C2)[N+](=O)[O-] 6-cyclopropyl-3-methyl-8-(3-nitrophenyl)-3H-pyrano[2,3-d]pyridazine-2,4,5-trione